OC=1C=C(CNC2=C3N=CN(C3=NC=N2)[C@H]2[C@@H](O)[C@H](O)[C@H](O2)CO)OC1 6-(4-Hydroxyfurfurylamino)-9-β-D-arabinofuranosylpurin